BrC1=C(C=O)C=C(C=C1)B1OC(C(O1)(C)C)(C)C 2-bromo-5-(4,4,5,5-tetramethyl-1,3,2-dioxaborolan-2-yl)benzaldehyde